FC(C[N+]#N)(F)F trifluoroethyl-diazonium